1-(4-hydrazinophenyl)methyl-1,2,4-triazole N(N)C1=CC=C(C=C1)CN1N=CN=C1